NC=1C=C(C=C2C=C(N=CC12)NC(=O)[C@H]1[C@H](C1)F)C=1C=NNC1C |r| (±)-cis-N-(8-amino-6-(5-methyl-1H-pyrazol-4-yl)isoquinolin-3-yl)-2-fluorocyclopropanecarboxamide